ethyl 1-((3,3-difluoro-1-methylcyclobutyl)methyl)-3-(1,1-difluoroethyl)-4-methyl-1H-pyrazole-5-carboxylate FC1(CC(C1)(C)CN1N=C(C(=C1C(=O)OCC)C)C(C)(F)F)F